Phenyltrithiole C1(=CC=CC=C1)C=1SSSC1